NC1=NC(=C(C=2N1N=C(N2)CC2=NN(C1=CC=CC=C21)C)C2=CC=NN2CC)C=2C=C(C#N)C=CC2 3-(5-amino-8-(1-ethyl-1H-pyrazol-5-yl)-2-((1-methyl-1H-indazol-3-yl)methyl)-[1,2,4]triazolo[1,5-c]pyrimidin-7-yl)benzonitrile